CC1(C(C=CC(=C1)C)O)P 2,4-dimethyl-o-phosphinophenol